O[C@@H]1C[C@H](N(C1)C([C@H](C(C)(C)C)NC(CCCCCCCCNC(OC(C)(C)C)=O)=O)=O)C(N[C@@H](C)C1=CC=C(C=C1)C1=C(N=CS1)C)=O tert-butyl (9-(((S)-1-((2S,4R)-4-hydroxy-2-(((S)-1-(4-(4-methylthiazol-5-yl)phenyl)ethyl)carbamoyl)pyrrolidin-1-yl)-3,3-dimethyl-1-oxobutan-2-yl)amino)-9-oxononyl)carbamate